C1=C(C=CC2=CC=CC=C12)OCCCCC(=O)NC1=C(C(=O)NC2=C(C(=O)O)C=CC=C2)C=CC=C1 2-(2-(5-(naphthalen-2-yloxy)pentanoylamino)benzoylamino)benzoic acid